C1[C@H](O)[C@@H](O)[C@H](O1)CO 1,4-anhydroxylitol